C1(CCC1)NC1=CC=C2C(NN=C(C2=C1)CC=1C=CC(=C(C(=O)N2CCN(CC2)C2=NC=C(C#N)C=C2)C1)F)=O 6-(4-(5-((7-(cyclobutylamino)-4-oxo-3,4-dihydrophthalazin-1-yl)methyl)-2-fluorobenzoyl)piperazin-1-yl)nicotinonitrile